benzophenanthrenyl-(phenanthrenyl)biphenyl C1(=C2C=3C=CC=CC3C3=C(C2=CC=C1)C=CC=C3)C=3C(=C(C=CC3)C3=CC=CC=C3)C3=CC=CC=1C2=CC=CC=C2C=CC31